Tert-butyl (1R,2S)-2-(1-(tert-butoxycarbonyl)-3-((2-methoxy-4-(methylsulfonyl)phenyl)amino)-1H-indazol-6-yl)-5'-methoxy-2'-oxospiro[cyclopropane-1,3'-indoline]-1'-carboxylate C(C)(C)(C)OC(=O)N1N=C(C2=CC=C(C=C12)[C@@H]1C[C@@]12C(N(C1=CC=C(C=C21)OC)C(=O)OC(C)(C)C)=O)NC2=C(C=C(C=C2)S(=O)(=O)C)OC